C(C)(C)(C)OC(=O)N1[C@@H](C[C@@H](C1)NC1=NC(=CC=C1)C=1C2=C3N(N=C2C=CC1)CC(NC3CCNC)=O)C(=O)O (2S,4S)-1-tert-butoxycarbonyl-4-[[6-[1-[2-(methylamino)ethyl]-3-oxo-2,4-dihydro-1H-pyrazino[1,2-b]indazol-10-yl]-2-pyridyl]amino]pyrrolidine-2-carboxylic acid